C(C)(C)(C)OC(=O)N[C@@H](C(=O)OCC1=CC=CC=C1)CCC(N1CCCC1)=O benzyl (R)-2-((tert-butoxycarbonyl)amino)-5-oxo-5-(pyrrolidin-1-yl)pentanoate